C(C)N(C(=O)C1=C(OC=2C(=NC=NC2)N2CC3(C2)CCN(CC3)C[C@@H]3CC[C@H](CC3)NC([O-])=O)C=CC(=C1)F)C(C)C (trans-4-((2-(5-(2-(ethyl(isopropyl)carbamoyl)-4-fluorophenoxy)pyrimidin-4-yl)-2,7-Diazaspiro[3.5]nonan-7-yl)methyl)cyclohexyl)carbamate